(4-bromo-5,7-difluorobenzo[b]thiophen-2-yl)carbamic acid tert-butyl ester C(C)(C)(C)OC(NC1=CC2=C(S1)C(=CC(=C2Br)F)F)=O